(3S)-7-((2S,5R)-4-acryloyl-2,5-dimethylpiperazin-1-yl)-3-(azetidin-1-ylmethyl)-9-chloro-10-(2,4-difluorophenyl)-2,3-dihydro-5H-[1,4]oxazino[2,3,4-ij]quinazolin-5-one C(C=C)(=O)N1C[C@@H](N(C[C@H]1C)C1=NC(N2C3=C(C(=C(C=C13)Cl)C1=C(C=C(C=C1)F)F)OC[C@@H]2CN2CCC2)=O)C